Cl.COCC1=NC(=NO1)[C@H](C(C)(C)C)N (1S)-1-[5-(methoxymethyl)-1,2,4-oxadiazol-3-yl]-2,2-dimethylpropan-1-amine hydrochloride